3,4-dihydro-2H-thiopyran-6-carboxylic acid S1CCCC=C1C(=O)O